allyloxyhydroxysulfonic acid C(C=C)OOS(=O)(=O)O